4-(((1r,4r)-4-methoxycyclohexyl)amino)-1-methyl-6-(1H-pyrazol-4-yl)quinolin-2(1H)-one COC1CCC(CC1)NC1=CC(N(C2=CC=C(C=C12)C=1C=NNC1)C)=O